tert-butyl (2-isothiocyanatoethyl)carbamate N(=C=S)CCNC(OC(C)(C)C)=O